ClC1=C(C=NC=C1)OC1=NC=CC2=CC(=CC(=C12)O[C@H](C(F)(F)F)C)N1N=C(N(C1=O)CC)CO (S)-2-(1-((4-Chloropyridin-3-yl)oxy)-8-((1,1,1-trifluoropropan-2-yl)oxy)isoquinolin-6-yl)-4-ethyl-5-(hydroxymethyl)-2,4-dihydro-3H-1,2,4-triazol-3-one